[N+](=O)([O-])C1=NNC(=C1)CCC 3-nitro-5-propyl-1H-pyrazole